N-(1-methyl-2-oxo-1,2-dihydropyridin-4-yl)-5,6-dihydrobenzo[f]imidazo[1,5-d][1,4]oxazepine-10-carboxamide CN1C(C=C(C=C1)NC(=O)C=1C=CC2=C(C=3N(CCO2)C=NC3)C1)=O